6-chloro-1,3-diphenylpyrimidine-2,4(1H,3H)-dione ClC1=CC(N(C(N1C1=CC=CC=C1)=O)C1=CC=CC=C1)=O